2-cyclopropyl-N-{4-fluoro-3-[5-(propan-2-yl)-2H-pyrazolo[3,4-b]pyridin-2-yl]phenyl}-4-methyl-1,3-oxazole-5-carboxamide C1(CC1)C=1OC(=C(N1)C)C(=O)NC1=CC(=C(C=C1)F)N1N=C2N=CC(=CC2=C1)C(C)C